C(C)(C)(C)OC(=O)N1C(CC(CC1)F)C1=CC=C(C=C1)C#N (4-cyanophenyl)-4-fluoropiperidine-1-carboxylic acid tert-butyl ester